(4-(azepane-1-carbonyl)phenyl)-6-methoxy-2-methylquinoline-3-carboxamide N1(CCCCCC1)C(=O)C1=CC=C(C=C1)C1=C(C(=NC2=CC=C(C=C12)OC)C)C(=O)N